6-methacryloyloxyhexyltripropoxysilane C(C(=C)C)(=O)OCCCCCC[Si](OCCC)(OCCC)OCCC